BrC1=C(C=C(C=N1)OC1C(COC1)O)C 4-((6-bromo-5-methylpyridin-3-yl)oxy)tetrahydrofuran-3-ol